N1N=C(C2=CC=CC=C12)C1CCN(CC1)C=1C=CC2=C(N=C(S2)N2CCOCC2)C1 4-(5-(4-(1H-indazol-3-yl)piperidin-1-yl)benzo[d]thiazol-2-yl)morpholine